CN[C@@H](C)C(=O)OC(CCCCCCCCCCCCCCC)=O.[K] potassium palmitoyl methylalaninate